C(C)(C)(C)C1(N(CCN(CCN(CCN(C1)CC(=O)O)CC(=O)O)CC(=O)O)CC(=O)O)C(C)(C)C (Di-tert-butyl)-1,4,7,10-tetraazacyclododecane-1,4,7,10-tetraacetic acid